4-((7-methoxy-1H-imidazo[4,5-c][1,8]naphthyridin-1-yl)methyl)aniline COC=1C=CC=2C3=C(C=NC2N1)N=CN3CC3=CC=C(N)C=C3